5-(4,4,5,5-tetramethyl-1,3,2-dioxaborolan-2-yl)-1H-pyrrole-2-carboxylic acid methyl ester COC(=O)C=1NC(=CC1)B1OC(C(O1)(C)C)(C)C